6,6'-(ethane-1,2-diyl-bis((2-hydroxyethyl)azanediyl))dihexanoic acid di(heptadecan-9-yl) ester CCCCCCCCC(CCCCCCCC)OC(CCCCCN(CCN(CCO)CCCCCC(=O)OC(CCCCCCCC)CCCCCCCC)CCO)=O